3-bromo-4-fluorobenzaldehyde BrC=1C=C(C=O)C=CC1F